C1(CC1)C1=CC(=NN1)NC1=NC(=NC2=CC=CC=C12)N1C2CN(C(C1)CC2)S(=O)(=O)C=2SC=CC2 N-(5-cyclopropyl-1H-pyrazol-3-yl)-2-(5-(thiophen-2-ylsulfonyl)-2,5-diazabicyclo[2.2.2]octan-2-yl)quinazolin-4-amine